COC=1C=C(C=CC1OC)C=1OC2=C(C(=C(C(=C2C(C1)=O)O)OC)OC)OC 2-(3,4-dimethoxyphenyl)-5-hydroxy-6,7,8-trimethoxy-4H-chromen-4-one